C1(CC1)C1=C(C=CC=C1)[C@H]1N(CCC1)C1CC2(C1)CCN(CC2)C2=CC=C(C(=O)N)C=C2 4-(2-((S)-2-(2-cyclopropylphenyl)pyrrolidin-1-yl)-7-azaspiro[3.5]nonan-7-yl)benzamide